NC=1C2=C(N=CN1)N(C(=C2C2=CC[C@]1(CCN(C1=O)C)CC2)C2=CC=C(C=C2)NC(C(=C)C)=O)C (S)-N-(4-(4-amino-7-methyl-5-(2-methyl-1-oxo-2-azaspiro[4.5]dec-7-en-8-yl)-7H-pyrrolo[2,3-d]pyrimidin-6-yl)phenyl)methacrylamide